2-(3,6-diazabicyclo[3.1.1]heptan-3-yl)-4-(morpholinosulfonyl)-7-(thiazol-2-yl)-benzo[d]oxazole C12CN(CC(N1)C2)C=2OC1=C(N2)C(=CC=C1C=1SC=CN1)S(=O)(=O)N1CCOCC1